tert-butyl (R)-4-(5-(4-(4-(1-(3-(tert-butyl)-1,2,4-oxadiazole-5-carboxamido)ethyl)-3-methylphenyl)-7H-pyrrolo[2,3-d]pyrimidin-6-yl)pyridin-2-yl)piperazine-1-carboxylate C(C)(C)(C)C1=NOC(=N1)C(=O)N[C@H](C)C1=C(C=C(C=C1)C=1C2=C(N=CN1)NC(=C2)C=2C=CC(=NC2)N2CCN(CC2)C(=O)OC(C)(C)C)C